N-benzyl-N-(1-(2,4-dimethoxyphenyl)vinyl)acetamide C(C1=CC=CC=C1)N(C(C)=O)C(=C)C1=C(C=C(C=C1)OC)OC